cyclooctynyllysine C1#CC(CCCCC1)N[C@@H](CCCCN)C(=O)O